3-fluoro-pyrazol FC1=NNC=C1